2-((Tert-Butoxycarbonyl)(2-(dimethoxymethyl)benzyl)amino)acetic acid methyl ester COC(CN(CC1=C(C=CC=C1)C(OC)OC)C(=O)OC(C)(C)C)=O